2-amino-6-(2,6-dimethoxynaphthalen-1-yl)pyrazolo[1,5-a]pyrimidine-3-carbonitrile NC1=NN2C(N=CC(=C2)C2=C(C=CC3=CC(=CC=C23)OC)OC)=C1C#N